ethyl 2-(1-bicyclo[1.1.1]pentanyl)-4-phenoxy-pyrimidine-5-carboxylate C12(CC(C1)C2)C2=NC=C(C(=N2)OC2=CC=CC=C2)C(=O)OCC